tert-butyl (R,E)-5-((S)-2-cyano-4-(2-(1-ethyl-3-(trifluoromethyl)-1H-pyrazol-4-yl)phenyl)-4,5-dihydrothieno[2,3-c]pyridin-6(7H)-yl)-5-oxopent-3-en-2-ylcarbamate C(#N)C1=CC2=C(CN(C[C@H]2C2=C(C=CC=C2)C=2C(=NN(C2)CC)C(F)(F)F)C(/C=C/[C@@H](C)NC(OC(C)(C)C)=O)=O)S1